OC[C@@H]1[C@@H](C1)COCCC(=O)OC(C)(C)C |r| tert-butyl rac-3-(((1R,2S)-2-(hydroxymethyl)cyclopropyl)methoxy)propanoate